2,4-dihydroxymethyl-1,5-pentanediol OCC(CO)CC(CO)CO